(3S)-1-(3-Methyl-6-{[2-(5-methyl-1H-pyrazol-1-yl)-[1,3]thiazolo[5,4-c]pyridin-6-yl]amino}pyridin-2-yl)pyrrolidin-3-ol CC=1C(=NC(=CC1)NC1=CC2=C(C=N1)SC(=N2)N2N=CC=C2C)N2C[C@H](CC2)O